NC1=NC2=CC(=C(C=C2C=C1CO)C(=O)OC)F methyl 2-amino-7-fluoro-3-(hydroxymethyl)quinoline-6-carboxylate